N1=C(C(=CC=C1)C(=O)[O-])C1=NC=CC=C1.[Ru+3].N1=C(C=CC=C1C)C.N1=C(C(=CC=C1)C(=O)[O-])C1=NC=CC=C1.N1=C(C(=CC=C1)C(=O)[O-])C1=NC=CC=C1 lutidine ruthenium bipyridyl-carboxylate